C(CCCCC)OC(CCCCCCCCCCCC/C=C/CCO)OCCCCCC (3E)-17,17-dihexoxy-3-heptadecene-1-ol